N1CC(C1)OCC=1C(=NOC1C1CC1)C1=C(C=CC=C1Cl)Cl 4-((azetidin-3-yloxy)methyl)-5-cyclopropyl-3-(2,6-dichlorophenyl)isoxazole